N1C[C@H](CCC1)NC(=O)C=1SC(=CC1NC(=O)N)C1=CC(=CC=C1)C1=CC=NC=C1 (S)-N-(piperidin-3-yl)-5-(3-(pyridin-4-yl)phenyl)-3-ureidothiophene-2-carboxamide